FC=1C=C(C=CC1F)C1=C(N=CN1)C=1N=C2C=C(C=NC2=CC1)C=1C=NN(C1)CCNC 2-[4-[6-[5-(3,4-difluorophenyl)-1H-imidazol-4-yl]-1,5-naphthyridin-3-yl]pyrazol-1-yl]-N-methyl-ethanamine